2-Chloro-5-{[(3,3-dimethylbutanoyl)amino]methyl}-N-[1-(1,3-thiazol-4-yl)-1H-indazol-4-yl]benzamide ClC1=C(C(=O)NC2=C3C=NN(C3=CC=C2)C=2N=CSC2)C=C(C=C1)CNC(CC(C)(C)C)=O